Francium methylnaphthalenedisulfonate COS(=O)(=O)C=1C(=CC=C2C=CC=CC12)S(=O)(=O)[O-].[Fr+]